ClC1=C(C(=CC=C1)F)N1C(C2=CC=C(C=C2C(=C1)C(=C)C)N1N=C(N(C1=O)CC)CO)=O (2-Chloro-6-fluorophenyl)-6-(4-ethyl-3-(hydroxymethyl)-5-oxo-4,5-dihydro-1H-1,2,4-triazol-1-yl)-4-(prop-1-en-2-yl)isoquinolin-1(2H)-one